C(C)(C)(C)OC(=O)N1[C@H]2CC(C[C@@H]1CC2)C(NC2CCC(CC2)(C(F)(F)F)O)=O (1R,3S,5S)-3-[[(1r,4r)-4-hydroxy-4-(trifluoromethyl)cyclohexyl]carbamoyl]-8-azabicyclo[3.2.1]octane-8-carboxylic acid tert-butyl ester